COC=1C=C(C=C2C(=NC=NC12)NCC(=O)OC)C1=NC=C(C=N1)C Methyl (8-methoxy-6-(5-methylpyrimidin-2-yl)quinazolin-4-yl)glycinate